CC=1N=C2N(C(C1C)=O)C=C(N=C2SC)N2CCN(CC2)C(=O)[O-] 4-(2,3-dimethyl-9-(methylthio)-4-oxo-4H-pyrazino[1,2-a]pyrimidin-7-yl)piperazine-1-carboxylate